(S)-3,4-Difluoro-N-(1-(3-(methoxymethyl)azetidin-1-yl)-3-methylbutan-2-yl)-N-methylbenzamide FC=1C=C(C(=O)N(C)[C@H](CN2CC(C2)COC)C(C)C)C=CC1F